CC1CCN(C=2N=C(N=CC21)NC=2C=NN(C2)C)C=2C=C(C=CC2)NC(C=C)=O N-(3-(5-methyl-2-((1-methyl-1H-pyrazol-4-yl)amino)-6,7-dihydropyrido[2,3-d]pyrimidin-8(5H)-yl)phenyl)acrylamide